2,2-dimethoxy-4-(trifluoromethyl)-1,3-dioxopentane COC(C=O)(C(C(C)C(F)(F)F)=O)OC